tert-butyl (3S,5S)-3-((8-ethyl-6-(2-fluoro-4-(phenylmethylsulfonylamino) phenyl) quinazolin-2-yl) amino)-5-fluoropiperidine-1-carboxylate C(C)C=1C=C(C=C2C=NC(=NC12)N[C@@H]1CN(C[C@H](C1)F)C(=O)OC(C)(C)C)C1=C(C=C(C=C1)NS(=O)(=O)CC1=CC=CC=C1)F